C(C)(C)(C)C1=C(C=CC=C1)NC(C(=O)N[C@H](C(N[C@@H](C[C@H]1C(NCC1)=O)C(COC1=C(C(=CC(=C1F)F)F)F)=O)=O)CC1CCCCC1)=O N1-(2-(tert-butyl)phenyl)-N2-((S)-3-cyclohexyl-1-oxo-1-(((S)-3-oxo-1-((S)-2-oxopyrrolidin-3-yl)-4-(2,3,5,6-tetrafluorophenoxy)butan-2-yl)amino)propan-2-yl)oxalamide